CC(C)N1C=NC2=C1C(=NC(=C2)C2=CC=C1C(=C2)N(C(C12CCNCC2)=O)C2CC(C2)N2CCCCC2)OC(C)C 6-[3-(propan-2-yl)-4-(propan-2-yloxy)-3H-imidazo[4,5-c]pyridin-6-yl]-1-[(1s,3s)-3-(piperidin-1-yl)cyclobutyl]-1,2-dihydrospiro[indole-3,4'-piperidin]-2-one